NC1CCC(CC1)NC(CCCC=1N=C(N(C1)C1=CC=CC=C1)C1=C(C(=O)N)C=CC=C1C=1C=NN(C1)C)=O (4-(4-(((1r,4r)-4-aminocyclohexyl)amino)-4-oxobutyl)-1-phenyl-1H-imidazol-2-yl)-3-(1-methyl-1H-pyrazol-4-yl)benzamide